3-(3-((5-(difluoromethyl)-2-((2-ethyl-4-((1R,4R)-5-methyl-2,5-diazabicyclo[2.2.1]heptan-2-yl)phenyl)amino)pyrimidin-4-yl)amino)propyl)-1,3-oxazinan-2-one FC(C=1C(=NC(=NC1)NC1=C(C=C(C=C1)N1[C@H]2CN([C@@H](C1)C2)C)CC)NCCCN2C(OCCC2)=O)F